[[5-chloro-3-(2,2-difluoroethoxy)-2-pyridyl]oxy]-3,7-dimethyl-N-(4-methyl-1,1-dioxo-thian-4-yl)imidazo[4,5-b]pyridin-4-ium-2-carboxamide ClC=1C=C(C(=NC1)O[N+]1=C2C(=C(C=C1)C)N=C(N2C)C(=O)NC2(CCS(CC2)(=O)=O)C)OCC(F)F